CC1=C(C=CC(=C1)C(=O)O)[C@@H](C(=O)O)N (S)-(+)-α-Amino-4-carboxy-2-methylbenzeneacetic acid